CC=1C=C(C=CC1)C=1C=CC2=C(N(N=N2)C2=CC(=C(C(=C2)OC)OC)OC)C1 6-(3-methylphenyl)-1-(3,4,5-trimethoxyphenyl)-1H-benzo[d][1,2,3]triazole